C1(CC1)C=1C(=C2C(=NC1C)CCC2)NC(=O)N=[S@](=O)(N)C=2SC(=CN2)C(C)(C)O (R)-N'-((3-cyclopropyl-2-methyl-6,7-dihydro-5H-cyclopenta[b]pyridin-4-yl)carbamoyl)-5-(2-hydroxypropan-2-yl)thiazole-2-sulfonimidamide